butyl 8-[(3S)-3-(6-methyl-3-pyridyl)isoxazolidine-2-carbonyl]-5-azaspiro[2.5]octane-5-carboxylate CC1=CC=C(C=N1)[C@H]1N(OCC1)C(=O)C1CCN(CC12CC2)C(=O)OCCCC